7-isopropoxylimidazo[1,2-a]pyridine-6-carboxamide TFA salt OC(=O)C(F)(F)F.O(C(C)C)C1=CC=2N(C=C1C(=O)N)C=CN2